5-(7-(4-cyanophenyl)-5-{[(3R)-1-methylpiperidin-3-yl]methoxy}imidazo[1,2-c]pyrimidin-8-yl)-2-methylbenzonitrile C(#N)C1=CC=C(C=C1)C1=C(C=2N(C(=N1)OC[C@H]1CN(CCC1)C)C=CN2)C=2C=CC(=C(C#N)C2)C